ethanoyl-p-aminobenzenearsonic acid C(C)(=O)C1=C(C=CC(=C1)N)[As](O)(=O)O